2-((2-((3-(trifluoromethyl)phenyl)amino)quinazolin-4-yl)amino)ethan-1-ol FC(C=1C=C(C=CC1)NC1=NC2=CC=CC=C2C(=N1)NCCO)(F)F